C(=O)C1=CC2=C(N(C=N2)C(=O)OC(C)(C)C)C=C1 tert-butyl 5-formyl-1H-benzo[d]imidazole-1-carboxylate